diphenyl (2,3,4,6,7-penta-O-acetyl-L-glycero-β-D-mannoheptopyranosyl) phosphate P(=O)(OC1=CC=CC=C1)(OC1=CC=CC=C1)O[C@H]1[C@@H](OC(C)=O)[C@@H](OC(C)=O)[C@H](OC(C)=O)[C@H](O1)[C@@H](OC(C)=O)COC(C)=O